(benzyloxy)-6-(difluoromethoxy)-5-fluoro-3,4-dihydroisoquinoline-2(1H)-carboxylic acid tert-butyl ester C(C)(C)(C)OC(=O)N1C(C2=CC=C(C(=C2CC1)F)OC(F)F)OCC1=CC=CC=C1